tris(trimethyl-silyl)-phosphite C[Si](C)(C)OP(O[Si](C)(C)C)O[Si](C)(C)C